[Si](C)(C)(C(C)(C)C)OCC=1C=NC2=CC=C(C=C2N1)C(C)N1C[C@@H](N(C[C@H]1C)C=1C=2C(N(C(C1)=O)C)=CN(N2)CC#N)C 2-(7-((2S,5R)-4-(1-(3-(((tert-butyldimethylsilyl)oxy)methyl)quinoxalin-6-yl)ethyl)-2,5-dimethylpiperazin-1-yl)-4-methyl-5-oxo-4,5-dihydro-2H-pyrazolo[4,3-b]pyridin-2-yl)acetonitrile